C(=C)C1=CC=C(C=C1)CN (4-vinylphenyl)methaneamine